(R)-N-(1-(3-nitro-5-(trifluoromethyl)phenyl)ethyl)-2,6-di(pyrrolidin-1-yl)pyrido[3,4-d]pyrimidin-4-amine [N+](=O)([O-])C=1C=C(C=C(C1)C(F)(F)F)[C@@H](C)NC=1C2=C(N=C(N1)N1CCCC1)C=NC(=C2)N2CCCC2